(±)-1-[2-hydroxy-2-[1-(trifluoromethyl)cyclopropyl]ethyl]-3-[[2-(2,2,2-trifluoroethoxy)-4-pyridyl]methyl]urea O[C@@H](CNC(=O)NCC1=CC(=NC=C1)OCC(F)(F)F)C1(CC1)C(F)(F)F |r|